C(C)(C)(C)OC(=O)N1C(CN(CC1)C1=NC=C(C=N1)C(F)(F)F)C(C)C 2-isopropyl-4-(5-(trifluoromethyl)pyrimidin-2-yl)piperazine-1-carboxylic acid tert-butyl ester